C(C)(C)(C)OC(=O)N1[C@@H](C=CC(C1)=O)CO[Si](C)(C)C(C)(C)C (S)-2-((tert-butyldimethylsilyloxy)methyl)-5-oxo-5,6-dihydropyridine-1(2H)-carboxylic acid tert-butyl ester